CC1(OB(OC1(C)C)C1=CC=C(C=C1)OC1CCOCC1)C 4,4,5,5-tetramethyl-2-(4-((tetrahydro-2H-pyran-4-yl)oxy)phenyl)-1,3,2-dioxaborolane